N-(5,6-Dimethoxy-benzothiazol-2-yl)-2-(4-ethanesulfonyl-phenyl)-2-(4-isopropyl-phenoxy)-acetamide COC=1C(=CC2=C(N=C(S2)NC(C(OC2=CC=C(C=C2)C(C)C)C2=CC=C(C=C2)S(=O)(=O)CC)=O)C1)OC